ClC=1C=C(C=CC1)C=1N=C(SC1/C=C/C(=O)NC1=CC=CC=2NC(NC21)=O)C(C)C (E)-3-(4-(3-Chlorophenyl)-2-isopropylthiazol-5-yl)-N-(2-oxo-2,3-dihydro-1H-benzo[d]imidazol-4-yl)acrylamid